9,9-dimethyl-N-(4-(4,4,5,5-tetramethyl-1,3,2-dioxaborolan-2-yl)phenyl)-9H-fluoren-2-amine CC1(C2=CC=CC=C2C=2C=CC(=CC12)NC1=CC=C(C=C1)B1OC(C(O1)(C)C)(C)C)C